COC1CC[C@@]2([C@H]3C[C@@H]4[C@@]5([C@@]6([C@@H](C[C@@H](C6OC)C(C5)OC)[C@]13[C@@H]4NC2)O)O)O 1,14,16-trimethoxyaconitane-4,8,9-triol